NC1=CC=C(C(=C1C(CCl)=O)F)C 1-(6-amino-2-fluoro-3-methylphenyl)-2-chloroethane-1-one